CNC(=O)C1CCSCC1 N-methyltetrahydro-2H-thiopyran-4-carboxamide